O[C@H]1[C@@H](CCCC1)N1CC(C2=C1N=NC(=C2)C2=C(C=C(C=C2C(F)(F)F)C)O)C 2-[7-[(1R,2R)-2-hydroxycyclohexyl]-5-methyl-5,6-dihydropyrrolo[2,3-c]pyridazin-3-yl]-5-methyl-3-(trifluoromethyl)phenol